CC1(CCC=2N1C=NC2C(C(=O)NC=2SC=CN2)N2N=C1C(=C(C=C(C1=C2)C(F)(F)F)C#CC2=CC=C(C=C2)C=O)C)C 2-(5,5-Dimethyl-6,7-dihydropyrrolo[1,2-c]imidazol-1-yl)-2-[6-[2-(4-formylphenyl)ethynyl]-7-methyl-4-(trifluoromethyl)indazol-2-yl]-N-thiazol-2-yl-acetamide